cesium (I) bis(trifluoromethanesulfonyl)imide [N-](S(=O)(=O)C(F)(F)F)S(=O)(=O)C(F)(F)F.[Cs+]